(E)-3-(6-aminopyridin-3-yl)-N-((7-chloro-5-(5-fluoro-6-(morpholine-4-carbonyl)pyridin-2-yl)benzofuran-2-yl)methyl)acrylamide NC1=CC=C(C=N1)/C=C/C(=O)NCC=1OC2=C(C1)C=C(C=C2Cl)C2=NC(=C(C=C2)F)C(=O)N2CCOCC2